2-(8-Anilino-5,6,7,8-tetrahydronaphthalen-1-yl)-N-(2,6-diisopropylphenyl)chinolin N(C1=CC=CC=C1)C1CCCC=2C=CC=C(C12)C1N(C2=CC=CC=C2C=C1)C1=C(C=CC=C1C(C)C)C(C)C